NC1=CC=C(C=C1)N1CCN(CC1)C1=CC=C(C=C1)NC1C(NC(CC1)=O)=O 3-((4-(4-(4-aminophenyl)piperazin-1-yl)phenyl)amino)piperidine-2,6-dione